NS(=NC(CC=1C(=NC=C(C1C(C)C)F)C(C)C)=O)(=O)C=1SC(=CN1)C(C)(C)O N-(amino(5-(2-hydroxypropan-2-yl)thiazol-2-yl)(oxo)-λ6-sulfaneylidene)-2-(5-fluoro-2,4-diisopropylpyridin-3-yl)acetamide